8-(5-(difluoromethoxy)-2-(pyridin-4-yl)pyrido[3,4-d]pyrimidin-4-yl)-2,8-diazaspiro[4.5]decane-2-carboxylic acid tert-butyl ester C(C)(C)(C)OC(=O)N1CC2(CC1)CCN(CC2)C=2C1=C(N=C(N2)C2=CC=NC=C2)C=NC=C1OC(F)F